(1R,2R,3aS,10aR)-1-[(1E,3ξ)-4,4-difluoro-4-(2-fluorophenyl)-3-hydroxy-1-buten-1-yl]-5-fluoro-2-hydroxy-2,3,3a,9,10,10a-hexahydro-1H-benzo[b]cyclopenta[f]oxepin-6-carboxylic acid FC(C(/C=C/[C@H]1[C@@H](C[C@H]2[C@@H]1CCC1=C(O2)C(=C(C=C1)C(=O)O)F)O)O)(C1=C(C=CC=C1)F)F